(1R,2S,5S)-N-(2-amino-2-oxo-1-phthalazin-1-yl-ethyl)-3-[(2S)-3-(dimethylamino)-2-[(2,2,2-trifluoroacetyl)amino]propanoyl]-6,6-dimethyl-3-azabicyclo[3.1.0]hexane-2-carboxamide NC(C(C1=NN=CC2=CC=CC=C12)NC(=O)[C@@H]1[C@H]2C([C@H]2CN1C([C@H](CN(C)C)NC(C(F)(F)F)=O)=O)(C)C)=O